ClC1=C2C(=NC=C1)OC(=C2)C(=O)NC2COC2 4-chloro-N-(oxetan-3-yl)furo[2,3-b]pyridine-2-carboxamide